C(CCC)N1C(=C(C=C1)C(=O)O)C(=O)O 1-butyl-1H-pyrrole-2,3-dicarboxylic acid